N-(1-oxooctadecyl)sarcosinamide O=C(CCCCCCCCCCCCCCCCC)NC(CNC)=O